Aminopentyl-Choline chloride [Cl-].NCCCCCOCC[N+](C)(C)C